C1(CCCCC1)C(C(=O)O)=C (E)-cyclohexylacrylic acid